6-(2-methoxy-4-morpholinophenyl)-3-(pyrimidin-5-yl)-N4-(tetrahydro-2H-pyran-4-yl)-1H-pyrazolo[3,4-d]pyrimidine-4,6-diamine COC1=C(C=CC(=C1)N1CCOCC1)C1(N=C(C=2C(=N1)NNC2C=2C=NC=NC2)NC2CCOCC2)N